(1R,5S,6r*)-N-(3-chlorobenzyl)-3-(5-(5-fluoro-2-methoxypyridin-4-yl)-1H-pyrazole-3-carbonyl)-3-azabicyclo[3.1.1]heptane-6-carboxamide ClC=1C=C(CNC(=O)C2[C@H]3CN(C[C@@H]2C3)C(=O)C3=NNC(=C3)C3=CC(=NC=C3F)OC)C=CC1